O-methacryloyl-N,N-bis-carboxymethyl-tyrosine C(C(=C)C)(=O)OC1=CC=C(C[C@H](N(CC(=O)O)CC(=O)O)C(=O)O)C=C1